COCCCNC1(CC1)C(=O)OC methyl 1-(3-methoxy-propylamino)-cyclopropanecarboxylate